1-(2-chlorophenyl)-4-((cyclopropyl-methyl)amino)-7-(trifluoromethoxy)-quinazolin-2(1H)-one ClC1=C(C=CC=C1)N1C(N=C(C2=CC=C(C=C12)OC(F)(F)F)NCC1CC1)=O